BrC(=O)OCC1=CC=CC=C1 phenylmethyl bromoformate